C[C@H]1CN([C@H](CO1)C)C(=O)OC=1C=C2C(=NC=NC2=CC1OC)C=1C(=NN(C1)C)C1=CC=CC=C1 |r| cis-rac-7-methoxy-4-(1-methyl-3-phenyl-1H-pyrazol-4-yl)quinazolin-6-yl (2S,5S)-2,5-dimethylmorpholine-4-carboxylate